bis((4R,4aS,7aR,12bS)-3-(cyclopropylmethyl)-4a-hydroxy-7-oxo-2,3,4,4a,5,6,7,7a-octahydro-1H-4,12-methanobenzofuro[3,2-e]isoquinolin-9-yl) bicyclo[2.2.2]octane-1,4-dicarboxylate C12(CCC(CC1)(CC2)C(=O)OC2=CC=C1C3=C2O[C@@H]2[C@]34CCN([C@@H]([C@@]4(CCC2=O)O)C1)CC1CC1)C(=O)OC1=CC=C2C4=C1O[C@@H]1[C@]43CCN([C@@H]([C@@]3(CCC1=O)O)C2)CC2CC2